bromo-N-ethyl-2-fluoroaniline BrN(C1=C(C=CC=C1)F)CC